[V+5].[Br-].[Br-].[Br-].[Br-].[Br-] bromide vanadium